2-Hydroxyethyl (trans-4-((3-(1-cyclopropyl-1H-pyrazol-4-yl)phenyl)((trans-4-(4-methoxy-3-methylphenyl)cyclohexyl)methyl)carbamoyl)cyclohexyl)carbamate C1(CC1)N1N=CC(=C1)C=1C=C(C=CC1)N(C(=O)[C@@H]1CC[C@H](CC1)NC(OCCO)=O)C[C@@H]1CC[C@H](CC1)C1=CC(=C(C=C1)OC)C